C(C)(C)(C)OC(=O)N1[C@]2(CNC[C@@H]1CC2)F (1S,5S)-1-fluoro-3,8-diazabicyclo[3.2.1]octane-8-carboxylic acid tert-butyl ester